OC1=C(C=NC2=CC(=CC=C12)N1C2=C(CCC1)N=CC=C2)C(=O)O 4-hydroxy-7-(1,2,3,4-tetrahydropyrido[3,2-b]pyridin-1-yl)quinoline-3-carboxylic acid